2,2-bis(4-methacryloxyphenyl)-propane C(C(=C)C)(=O)OC1=CC=C(C=C1)C(C)(C)C1=CC=C(C=C1)OC(C(=C)C)=O